7-bromo-3-tritylbenzo[d]oxazole BrC1=CC=CC=2N(COC21)C(C2=CC=CC=C2)(C2=CC=CC=C2)C2=CC=CC=C2